1,3-dimethyl-benzoimidazole CN1CN(C2=C1C=CC=C2)C